Salicyloyl-hydrazine C(C=1C(O)=CC=CC1)(=O)NN